[N+](=O)([O-])C1=C(C=CC(=C1)N)N o-nitro-p-phenylenediamine